C1=CC=CC=2C3=CC=CC=C3C(C12)CN(C(O)=O)CCC[C@H](C(=O)NC(C(=O)N)(C)C)NC(CC1=CC=CC=C1)=O.N(=C=O)C1(CCCCC1)CC1(CCCCC1)N=C=O di(isocyanatocyclohexyl)methane (9H-fluoren-9-yl)methyl-(R)-(5-((1-amino-2-methyl-1-oxopropan-2-yl)amino)-5-oxo-4-(2-phenylacetamido)pentyl)carbamate